19,26,32-trioxo-4,7,10,13,16,23-hexaoxa-20,27,31-triazahexatriacontanoic acid O=C(CCOCCOCCOCCOCCOCCC(=O)O)NCCOCCC(NCCCNC(CCCC)=O)=O